C(O)(O)=O.C1=CCCC1 trans-cyclopentene carbonate